(R)-ethyl 2-(N-(1-((tert-butyldimethylsilyl)oxy)propan-2-yl)-2-(3-carbamoyl-1H-indazol-1-yl)acetamido)acetate [Si](C)(C)(C(C)(C)C)OC[C@@H](C)N(C(CN1N=C(C2=CC=CC=C12)C(N)=O)=O)CC(=O)OCC